FC1=CC=C(C=C1)C(CN1N=CC(=C1)[N+](=O)[O-])=O 1-(4-fluorophenyl)-2-(4-nitro-1H-pyrazol-1-yl)ethane-1-one